3-cyclopropyl-1-(9-ethyl-6-morpholino-8-(pyridin-4-yl)-9H-purin-2-yl)-1H-pyrazole-5-carboxylic acid C1(CC1)C1=NN(C(=C1)C(=O)O)C1=NC(=C2N=C(N(C2=N1)CC)C1=CC=NC=C1)N1CCOCC1